trans-3-hydroxypropenylboronic acid OC/C=C/B(O)O